{3-[(acetoxy)methyl]-2-{6-oxo-8-thia-4,5-diazatricyclo[7.4.0.02,7]trideca-1(9),2(7),3-trien-5-yl}pyridin-4-yl}boronic acid C(C)(=O)OCC=1C(=NC=CC1B(O)O)N1N=CC=2C=3CCCCC3SC2C1=O